4-(1-(3-Amino-6-(2-hydroxyphenyl)pyridazin-4-yl)piperidin-3-yl)-2-(trifluoromethyl)benzoic acid NC=1N=NC(=CC1N1CC(CCC1)C1=CC(=C(C(=O)O)C=C1)C(F)(F)F)C1=C(C=CC=C1)O